CC1=CC=NC=C1 4-methyl-pyridine